benzyl N-(tert-butoxycarbonyl)-D-isovalinate C(C)(C)(C)OC(=O)N[C@](C)(CC)C(=O)OCC1=CC=CC=C1